OCC[N+](C)(C)C.P(=O)([O-])([O-])OC[C@@H]1[C@H]([C@H]([C@@H](O1)N1C(=O)N=C(N)C=C1)O)O.OCC[N+](C)(C)C cytidine monophosphate choline salt